S(=O)=O Sulphur-di-Oxide